[3-(diethylcarbamoyl)-1-benzofuran-6-yl]carbamic acid tert-butyl ester C(C)(C)(C)OC(NC1=CC2=C(C(=CO2)C(N(CC)CC)=O)C=C1)=O